NC1CCN(CC1)C1=NC(=C2N=CN(C2=N1)C(C)C)NCC1=C(C=CC=C1)OC1CNCC1 2-(4-aminopiperidin-1-yl)-9-isopropyl-N-(2-(pyrrolidin-3-yloxy)benzyl)-9H-purin-6-amine